di(2-ethyl)hexyl-phosphonous acid CCC(CCCCCP(O)O)CC